FC1=CC2=C([C@@H](C[C@@H](O2)C(=O)NC2CCC(CC2)N2N=CC(=C2)OCCOC(F)(F)F)O)C=C1C(F)(F)F (2R,4R)-7-fluoro-4-hydroxy-N-[(1r,4R)-4-{4-[2-(trifluoromethoxy)ethoxy]-1H-pyrazol-1-yl}cyclohexyl]-6-(trifluoromethyl)-3,4-dihydro-2H-1-benzopyran-2-carboxamide